FC1=CC=C(C=C1)CNC[C@@H]1CN(CC1)C (R)-N-(4-fluorophenylmethyl)-1-(1-methylpyrrolidin-3-yl)methylamine